2-(4-(1-(4-(2-((3-(tert-butyl)isoxazol-5-yl)amino)-2-oxoethyl)phenyl)-1H-benzo[d]imidazol-5-yl)-1H-pyrazol-1-yl)acetic acid C(C)(C)(C)C1=NOC(=C1)NC(CC1=CC=C(C=C1)N1C=NC2=C1C=CC(=C2)C=2C=NN(C2)CC(=O)O)=O